N1(CCCC1)C(=O)[O-].[Cu+2].N1(CCCC1)C(=O)[O-] copper pyrrolidinate